2-Thiocyano-1-(4-(trifluoromethyl)phenyl)ethanone S(C#N)CC(=O)C1=CC=C(C=C1)C(F)(F)F